5-amino-N-methyl-N-(6-(1-methyl-1H-pyrazol-4-yl)-2,3-dihydrobenzofuran-3-yl)benzo[c][2,6]naphthyridin-9-carboxamide NC1=NC2=C(C3=CN=CC=C13)C=C(C=C2)C(=O)N(C2COC1=C2C=CC(=C1)C=1C=NN(C1)C)C